ClC=1C=CC(=C(C1)CC(=O)NC1=CC(=NC=C1)C(=O)NC(CO)(C)CO)O 4-[[2-(5-Chloro-2-hydroxy-phenyl)acetyl]amino]-N-[2-hydroxy-1-(hydroxymethyl)-1-methyl-ethyl]pyridine-2-carboxamide